methyl 4-(3-((1-(4-chlorophenyl)-2-(5-methoxy-6-(trifluoromethyl) indol-1-yl)-2-oxoethyl) amino)-5-methoxyphenoxy)-2,2-dimethylbutyrate ClC1=CC=C(C=C1)C(C(=O)N1C=CC2=CC(=C(C=C12)C(F)(F)F)OC)NC=1C=C(OCCC(C(=O)OC)(C)C)C=C(C1)OC